FC(C(CCC)=O)F difluoro-2-pentanone